CN(C1=CC=C(C(=O)OCC)C=C1)C Ethyl 4-Dimethylaminobenzoat